CN1N=CC(=C1)S(=O)(=O)N1CCC(CC1)NC1=NC=C(C(=N1)C=1C=NN(C1)C=1C(=NC(=CC1)CNC([2H])([2H])[2H])C)C#N 2-((1-((1-Methyl-1H-pyrazol-4-yl)sulfonyl)piperidin-4-yl)amino)-4-(1-(2-methyl-6-(((methyl-d3)amino)methyl)pyridin-3-yl)-1H-pyrazol-4-yl)pyrimidine-5-carbonitrile